C(#N)C=1C=NN2C1C(=CC(=C2)OCC)C=2C=CC(=NC2)N2CCC(CC2)(CN(C)CC(F)F)NC(C2=C(C=CC(=C2)F)C)=O N-(1-(5-(3-cyano-6-ethoxypyrazolo[1,5-a]pyridin-4-yl)pyridin-2-yl)-4-(((2,2-difluoroethyl)(methyl)amino)methyl)piperidin-4-yl)-5-fluoro-2-methylbenzamide